ethyl 2-bromo-5,6-dimethoxypyridine-3-carboxylate BrC1=NC(=C(C=C1C(=O)OCC)OC)OC